((1S,2R)-2-fluorocyclopropyl)(3-(2-(1-methyl-1H-pyrazol-4-yl)-1H-pyrrolo[2,3-b]pyridin-4-yl)-3,8-diazabicyclo[3.2.1]octan-8-yl)methanone F[C@H]1[C@@H](C1)C(=O)N1C2CN(CC1CC2)C2=C1C(=NC=C2)NC(=C1)C=1C=NN(C1)C